OB1OC(C2=C1C=CC(=C2)S(=O)(=O)N)(C)C 1-hydroxy-3,3-dimethyl-1,3-dihydrobenzo[c][1,2]oxaborole-5-sulfonamide